C(C)(C)(C)C=1C=CC=2C(NS(C=3C=CC=C(NC(CC[C@H]4CC(N(C2N1)C4)(C)C)C/C=C/C(=O)OCC)N3)(=O)=O)=O Ethyl (2E)-4-[(14S)-8-tert-butyl-12,12-dimethyl-2,2,4-trioxo-2λ6-thia-3,9,11,18,23-pentaazatetracyclo[17.3.1.111,14.05,10]tetracosa-1(23),5(10),6,8,19,21-hexaen-17-yl]but-2-enoate